(9Z,12Z)-1-(pyrrolidin-1-yl)octadeca-9,12-dien-1-one N1(CCCC1)C(CCCCCCC\C=C/C\C=C/CCCCC)=O